2-(2H-tetrazol-5-yl)pyrimidin N=1NN=NC1C1=NC=CC=N1